1-(2-(imidazo[1,2-b]pyridazine-3-carbonyl)-2-azaspiro[3.3]heptan-6-yl)-3-(3-(trifluoromethyl)phenyl)urea N=1C=C(N2N=CC=CC21)C(=O)N2CC1(C2)CC(C1)NC(=O)NC1=CC(=CC=C1)C(F)(F)F